4-((3-fluoro-4-methoxybenzyl)((3-(hydroxymethyl)oxetan-3-yl)methyl)amino)benzonitrile FC=1C=C(CN(C2=CC=C(C#N)C=C2)CC2(COC2)CO)C=CC1OC